2-(pyrimidin-2-yl)-6-(thiazole-5-carbonyl)-2,6-diazaspiro[3.4]octane-8-carboxylic acid N1=C(N=CC=C1)N1CC2(C1)CN(CC2C(=O)O)C(=O)C2=CN=CS2